2,2-dimethyl-1,3-propanedithiol CC(CS)(CS)C